4-(2-hydroxyphenyl)but-3-ene OC1=C(C=CC=C1)C=CCC